Potassium oxide [O-2].[K+].[K+]